1-vinyl-3-carboxyimidazole hydrobromide salt Br.C(=C)N1CN(C=C1)C(=O)O